C(C)(=O)OCCCCCCCCCCCCCCCCCC.[Na] sodium stearyl acetate